[N+](=O)([O-])C1=C(C=CC=C1)N1CCC(CC1)OC1=CC=CC=C1 1-(2-nitrophenyl)-4-phenoxypiperidine